methyl-naphthol acrylate C(C=C)(=O)OC1=C(C=CC2=CC=CC=C12)C